Methyl 2-(1-(((R)-2,2-dimethyl-1,3-dioxolan-4-yl) methyl)-6-fluoro-5-nitro-1H-indol-2-yl)-2-methylpropionate CC1(OC[C@H](O1)CN1C(=CC2=CC(=C(C=C12)F)[N+](=O)[O-])C(C(=O)OC)(C)C)C